FC(C1=C(C=C(C=C1)C(F)(F)F)B(O)O)(F)F 2,5-bis(trifluoromethyl)phenylboronic acid